C(=O)(C=1N=C(NC1)C)C=1N=C(NC1)C r-carbonylbis(2-methylimidazole)